CC=1C=CC(=NC1)O[C@@H]1CN(CC1)C1=C(C=C(C=C1)C1=NC=CC=C1)CO (S)-(2-(3-(5-methylpyridin-2-yloxy)pyrrolidin-1-yl)-5-(pyridin-2-yl)phenyl)methanol